FC(C1=CC=C(C=N1)NC1=CC=C(N=N1)C1=CC=C(C=C1)C1CCC(CC1)CC1=NOC(N1)=O)(F)F 3-(4-{4-[6-(6-trifluoromethyl-pyridin-3-ylamino)-pyridazin-3-yl]-phenyl}-cyclohexylmethyl)-4H-[1,2,4]oxadiazol-5-one